FC=1C(=NC(=NC1)NC1CCC(CC1)N)C1=CN=C2N1C=C(C=C2)NC=2C=NC=NC2 (1r,4r)-N1-(5-Fluoro-4-(6-(pyrimidin-5-ylamino)imidazo[1,2-a]pyridin-3-yl)pyrimidin-2-yl)cyclohexane-1,4-diamine